4,4-dimethyl-3,3-diphenyl-1-(3-{[tri(propan-2-yl)methylsilyl]ethynyl}bicyclo[1.1.1]pentan-1-yl)-2-oxa-3-silapentane CC([Si](OCC12CC(C1)(C2)C#C[SiH2]C(C(C)C)(C(C)C)C(C)C)(C2=CC=CC=C2)C2=CC=CC=C2)(C)C